C(C=C)OC(=O)C1=CC=CC=C1 allylbenzeneAt